4-(3-(3-Ethyl-4-(2-(piperazin-1-yl)ethoxy)phenyl)-4,4-dimethyl-5-oxo-2-thioxoimidazolidin-1-yl)-2-(trifluoromethyl)benzonitrile hydrochloride Cl.C(C)C=1C=C(C=CC1OCCN1CCNCC1)N1C(N(C(C1(C)C)=O)C1=CC(=C(C#N)C=C1)C(F)(F)F)=S